di-methyl trisulphide CSSSC